2,4-dioxo-1,2,3,4-tetrahydropyrimidine-5-carboxylic acid monohydrate O.O=C1NC=C(C(N1)=O)C(=O)O